N1=CNC(C2=C1CCSC2)=O 7,8-dihydro-5H-thiopyrano[4,3-d]pyrimidin-4(3H)-one